C(C=C)C1=C(N)C=CC(=C1)F 2-Allyl-4-fluoroaniline